C(C)[C@@H]1N(CC(C1)C1=CC=C(C=C1)C(F)(F)F)C1=C(C(=O)NCC2=CC=C(C=C2)S(=O)(=O)CC)C=CC=C1 ((2S)-2-ethyl-4-(4-(trifluoromethyl)phenyl)pyrrolidin-1-yl)-N-(4-(ethylsulfonyl)benzyl)benzamide